(S)-1-(5-((4-(3-((2-(1-hydroxyethyl)-1H-imidazol-1-yl)methyl)isoxazol-5-yl)phenyl)ethynyl)pyridin-2-yl)ethan-1-one bis((1r,2s,5r)-2-isopropyl-5-methylcyclohexyl)fumarate C(C)(C)[C@H]1[C@@H](C[C@@H](CC1)C)\C(=C(/C(=O)O)\[C@H]1[C@@H](CC[C@H](C1)C)C(C)C)\C(=O)O.O[C@@H](C)C=1N(C=CN1)CC1=NOC(=C1)C1=CC=C(C=C1)C#CC=1C=CC(=NC1)C(C)=O